[N+](=O)([O-])C1=CC=C(CN2C=C(C3=CC=CC=C23)C=O)C=C1 1-(4-nitrobenzyl)-1H-indole-3-carbaldehyde